C(#N)[C@H]1N(CC(C1)(F)F)C(CNC(=O)C1=C(C=NC=C1)C1=CC=C(OCCCN2CCN(CC2)C(=O)OC(C)(C)C)C=C1)=O (S)-tert-butyl 4-(3-(4-(4-(2-(2-cyano-4,4-difluoropyrrolidin-1-yl)-2-oxoethylcarbamoyl)pyridin-3-yl)phenoxy)propyl)piperazine-1-carboxylate